C(C)C1=NC(=CC(=N1)O)O 2-ethyl-4,6-dihydroxypyrimidine